N1=C(C(=CC=C1)C(=O)N1CCC(CC1)(C#N)CC1=C(C=C(C=C1)F)C(F)(F)F)C1=CC=NC=C1 1-([2,4'-bipyridine]-3-carbonyl)-4-(4-fluoro-2-(trifluoromethyl)benzyl)piperidine-4-carbonitrile